rac-N-(4-chloro-2-fluoro-5-((1R,2R)-2-methylcyclopropyl)phenyl)acetamide ClC1=CC(=C(C=C1[C@H]1[C@@H](C1)C)NC(C)=O)F |r|